C(C)(C)(C)OC(=O)N1CCC(CC1)\C=C\C1=C(SCC1)C(=O)OCC (E)-4-(2-(2-(ethoxycarbonyl)-4,5-dihydrothiophen-3-yl)vinyl)piperidine-1-carboxylic acid tert-butyl ester